[N+](=O)([O-])C1=C(C(=O)C2C(CCCC2=O)=O)C=CC(=C1)S(=O)(=O)C 2-(2'-nitro-4'-methylsulphonylbenzoyl)-1,3-cyclohexanedione